C(C1=CC=CC=C1)OC1=CC=C2C(=C(CCC2=C1)C1=CC=CC=C1)C1=CC=C(C=C1)S(=O)(=O)C(C(C(C(F)(F)F)(F)F)(F)F)(F)F 7-(benzyloxy)-4-(4-((perfluorobutyl)sulfonyl)phenyl)-3-phenyl-1,2-dihydronaphthalene